2,4-dimethyl-1-cyclohexyl acrylate C(C=C)(=O)OC1C(CC(CC1)C)C